ClC=1C=C2CCCN(C2=C(C1)C1=C2C(=NC=C1)C=C(S2)CN2C(N(C=CC2=O)C2CC2)=O)[C@@H]2CNCC2 (S)-3-((7-(6-chloro-1-(pyrrolidin-3-yl)-1,2,3,4-tetrahydroquinolin-8-yl)thieno[3,2-b]pyridin-2-yl)methyl)-1-cyclopropylpyrimidine-2,4(1H,3H)-dione